O1C2=C(OCC1)C=C(C=C2)C(=O)NC=2C=CC(=C(C2)NC(=O)C2=CC=1C(=NC(=CC1)CN1CCN(CC1)C(C)C)S2)F N-(5-(2,3-Dihydrobenzo[b][1,4]dioxine-6-carboxamido)-2-fluorophenyl)-6-((4-isopropylpiperazin-1-yl)methyl)thieno[2,3-b]pyridine-2-carboxamide